N-[[7-(2,6-dimethylphenyl)-3-quinolinyl]methyl]-2,3,4,5,6-pentafluoro-benzenesulfonamide CC1=C(C(=CC=C1)C)C1=CC=C2C=C(C=NC2=C1)CNS(=O)(=O)C1=C(C(=C(C(=C1F)F)F)F)F